5-(o-tolyl)-7-(trifluoromethoxy)imidazo[1,2-a]quinoxalin-4(5H)-one C1(=C(C=CC=C1)N1C(C=2N(C3=CC=C(C=C13)OC(F)(F)F)C=CN2)=O)C